2-(((3R,4S)-3-Methyl-1-((1-methyl-1H-imidazol-4-yl)sulfonyl)piperidin-4-yl)amino)-4-(1-(2-methyl-6-(((methyl-d3)amino)methyl)pyridin-3-yl)-1H-pyrazol-4-yl)pyrimidine-5-carbonitrile C[C@@H]1CN(CC[C@@H]1NC1=NC=C(C(=N1)C=1C=NN(C1)C=1C(=NC(=CC1)CNC([2H])([2H])[2H])C)C#N)S(=O)(=O)C=1N=CN(C1)C